N-(6-butyl-4-(3-cyanophenyl)quinolin-2-yl)-N-methylvaline C(CCC)C=1C=C2C(=CC(=NC2=CC1)N([C@@H](C(C)C)C(=O)O)C)C1=CC(=CC=C1)C#N